6-((4-(1H-pyrrolo[2,3-b]pyridin-5-yl)-1H-1,2,3-triazol-1-yl)methyl)pyridin N1C=CC=2C1=NC=C(C2)C=2N=NN(C2)CC2=CC=CC=N2